C[Si](C(C)C1=C(C(=C(C=C1)[SiH](C)C)CC[SiH2]C(NCCC[Si](OCC)(OCC)OCC)NCCC[Si](OCC)(OCC)OCC)[SiH](C)C)(OC)OC 1-methyldimethoxysilylethyldimethylsilyl-2-bis(triethoxysilylpropylamino)methylsilylethyldimethylsilylbenzene